((3-(2-(dimethylamino)ethyl)-1H-indol-4-yl)methyl)methanesulfonamide CN(CCC1=CNC2=CC=CC(=C12)CCS(=O)(=O)N)C